NCCCN1C=C(C2=CC(=CC=C12)CN1CCC(CC1)CN1CCN(CC1)C=1C=C2CN(CC2=CC1)C1C(NC(CC1)=O)=O)C1=CC(=CC2=CC=CC=C12)O 5-(4-((1-((1-(3-aminopropyl)-3-(3-hydroxynaphthalen-1-yl)-1H-indol-5-yl)methyl)piperidin-4-yl)methyl)piperazin-1-yl)-2-(2,6-dioxopiperidin-3-yl)isoindoline